C(C1=CC=CC=C1)N1N=C(C(=C1Cl)C=O)C 1-BENZYL-5-CHLORO-3-METHYL-1H-PYRAZOLE-4-CARBALDEHYDE